(3-bromo-5-chloro-2-fluorophenyl)pyrrolidine-1-sulfonamide BrC=1C(=C(C=C(C1)Cl)C1N(CCC1)S(=O)(=O)N)F